methyl (1s,3s)-3-{[2-(pyridin-4-yl)pyrido[3,4-d]pyrimidin-4-yl]amino}cyclobutane-1-carboxylate N1=CC=C(C=C1)C=1N=C(C2=C(N1)C=NC=C2)NC2CC(C2)C(=O)OC